para-dimethylaminopyridine CN(C1=CC=NC=C1)C